OCC1C2C=CC(C1CO)C2 5,6-bis(hydroxymethyl)bicyclo[2.2.1]-2-heptene